N-(4-HYDROXYQUINOLIN-6-YL)2,4-DIMETHYLIMIDAZO[1,5-a]PYRIMIDINE-8-CARBOXAMIDE OC1=CC=NC2=CC=C(C=C12)NC(=O)C=1N=CN2C1N=C(C=C2C)C